C1=CC=CC=2OC3=CC=CC=C3N(C12)C1=CC=C(C=C1)C1=CC=C(C=C1)B(O)O (4'-(10H-phenoxazin-10-yl)-[1,1'-biphenyl]-4-yl)boronic acid